F[C@@H]1CN(CC1)C1CCC(CC1)NC(=O)C=1SC=C(N1)C1=CN=CN1C N-((1S,4r)-4-((S)-3-fluoropyrrolidin-1-yl)cyclohexyl)-4-(1-methyl-1H-imidazol-5-yl)thiazole-2-carboxamide